N1C=C(C2=CC=CC=C12)C=1CCN(CC1)CCC(=O)C=1C=C2CCN(C2=CC1)C(C)=O 3-(4-(1H-indol-3-yl)-3,6-dihydropyridin-1(2H)-yl)-1-(1-acetylindolin-5-yl)propan-1-one